BrC1=C(C=C2C(=NC(=NC2=C1F)Cl)N1CC=2N(CCC1)N=C(C2)C(=O)N(C)C)Cl 5-(7-Bromo-2,6-dichloro-8-fluoroquinazolin-4-yl)-N,N-dimethyl-5,6,7,8-tetrahydro-4H-pyrazolo[1,5-a][1,4]diazepine-2-carboxamide